C(C)N1CCC(CC1)COC1=C(C=C2C(=NC=NC2=C1)C1=CC=C(C=C1)NC(CN1N=NC(=C1)C(C)C)=O)OC N-(4-(7-((1-ethylpiperidin-4-yl)methoxy)-6-methoxyquinazolin-4-yl)phenyl)-2-(4-isopropyl-1H-1,2,3-triazol-1-yl)acetamide